N[C@H]1[C@@H](C1)NC(OC(C)(C)C)=O tert-butyl N-[(1R,2R)-2-aminocyclopropyl]carbamate